O1C(CCC1)C(C)(CC)C1OCCC1 2,2-bis(2-oxolanyl)butane